[W].[Re] rhenium tungsten